2-(1-(4-methoxybenzyl)-3-(trifluoromethyl)-1H-1,2,4-triazol-5-yl)-6-(methylthio)imidazo[1,2-a]pyrimidine COC1=CC=C(CN2N=C(N=C2C=2N=C3N(C=C(C=N3)SC)C2)C(F)(F)F)C=C1